ClC=1C(=NC(=NC1)NC(C)C)C1=CC=C2CN(C(C2=C1)=O)CC(N1CC2=CC=CC=C2CC1)=O 6-{5-chloro-2-[(prop-2-yl)amino]pyrimidin-4-yl}-2-[2-oxo-2-(1,2,3,4-tetrahydroisoquinolin-2-yl)ethyl]-2,3-dihydro-1H-isoindol-1-one